2-(2-chloro-5-methylphenyl)-N-[4-(4-cyano-1H-pyrazol-1-yl)-3-sulfamoylphenyl]acetamide ClC1=C(C=C(C=C1)C)CC(=O)NC1=CC(=C(C=C1)N1N=CC(=C1)C#N)S(N)(=O)=O